5-fluoro-pyridine-3-carboxylate FC=1C=C(C=NC1)C(=O)[O-]